trans-2-methylcyclohexyl L-alaninate N[C@@H](C)C(=O)O[C@H]1[C@@H](CCCC1)C